C(CCCCCCCC)OCOCCCC(CC(CC(CC(C)O)C)C)C 10-hydroxy-4,6,8-trimethylundecyl nonoxymethyl ether